[GaH]1CCCC1 gallolan